FC1=C(C=C(C=C1)[N+](=O)[O-])C(C)=O 1-(2-fluoro-5-nitro-phenyl)ethanone